ClC=1C=C(COC=2C=C(C=CC2)C2=CN(C3=NC=C(C=C32)NC(C=C)=O)C)C=CC1 N-(3-(3-((3-Chlorobenzyl)oxy)phenyl)-1-methyl-1H-pyrrolo[2,3-b]pyridin-5-yl)acrylamide